C(CCC)N([C@@H]1CC=2C=CC=C(C2CC1)O)CCC=1SC=CC1 (6S)-6-[n-butyl-[2-(2-thienyl)ethyl]amino]-5,6,7,8-tetrahydro-1-naphthol